1,3,4-oxadiazole-3-carboxamidine O1CN(N=C1)C(=N)N